[1-(3-Amino-5-trifluoromethyl-phenyl)-ethyl]-[2-(tetrahydro-pyran-4-ylmethyl)-2,3-dihydro-1H-2,5,6,8a-tetraaza-as-indacen-4-yl]-amine NC=1C=C(C=C(C1)C(F)(F)F)C(C)NC=1C=2CN(CC2N2C=CN=C2N1)CC1CCOCC1